CC=1N(C(=CC1)C)C1=CC(=NC=2N(C(C(NC21)=O)=O)C2=CC=C(C=C2)OC)OCC(F)(F)F 8-(2,5-dimethyl-1H-pyrrol-1-yl)-4-(4-methoxyphenyl)-6-(2,2,2-trifluoroethoxy)-1H,2H,3H,4H-pyrido[2,3-b]pyrazine-2,3-dione